ClC=1C(CN=CC1C#N)(C)N1CCC(CC1)OC=1C=NC(=CC1)OC 4-chloro-5-(4-((6-methoxypyridin-3-yl)oxy)piperidin-1-yl)-5-methylnicotinonitrile